C(CC)(=O)OC1=CC(=C(C(=C1)C(C=C)(C)C)O)C(C)(C)C methylene-(3',5'-di-tert-butyl-4'-hydroxyphenyl) propionate